[C@@H]1([C@H](O)[C@H](O)[C@@H](CC(C(=O)[O-])CC(=O)[O-])O1)N1C=NC=2C(N)=NC=NC12 Adenosylsuccinate